CC1(OC2=C(C1)C=CC=C2OCC(=O)N/N=C/C2=CC=C(C=C2)F)C (E)-2-((2,2-dimethyl-2,3-dihydrobenzofuran-7-yl)oxy)-N'-(4-fluorobenzylidene)acetohydrazide